5-amino-2-methyl-indol NC=1C=C2C=C(NC2=CC1)C